bis(4-carboxyphenoxy)-p-terphenyl C(=O)(O)C1=CC=C(OC2=CC=C(C=C2)C2=CC=C(C=C2)C2=CC=C(C=C2)OC2=CC=C(C=C2)C(=O)O)C=C1